5-(5-(difluoromethyl)-1,3,4-oxadiazol-2-yl)-N-(1-(4-fluorophenyl)cyclopropyl)pyrimidin-2-amine FC(C1=NN=C(O1)C=1C=NC(=NC1)NC1(CC1)C1=CC=C(C=C1)F)F